(S)-2-(N-[4-amino-5-(pyridine-4-carbonyl)thiazol-2-yl]-3,4-difluoro-anilino)propanamide NC=1N=C(SC1C(=O)C1=CC=NC=C1)N(C1=CC(=C(C=C1)F)F)[C@H](C(=O)N)C